OC(C(=O)NCCCCO)(CCC1=C(C(C(=C(C1=O)C)C)=O)C)C 2-hydroxy-N-(4-hydroxybutyl)-2-methyl-4-(2,4,5-trimethyl-3,6-dioxocyclohexa-1,4-dienyl)butanamide